ClC1=C(C=CC=C1Cl)N(C(=O)C=1NC2=CC=C(C=C2C1C=O)C)C N-(2,3-dichlorophenyl)-3-formyl-N,5-dimethyl-1H-indole-2-carboxamide